6-(4-chlorophenyl)pyrazine-2-carboxylic acid ClC1=CC=C(C=C1)C1=CN=CC(=N1)C(=O)O